ClC=1C=C(C=CC1)[C@@H]1[C@H](C1)C(=O)NC1=NC=NC(=C1)NCC=1N=C2N(C=C(C=C2S(N(C)C)(=O)=O)C2CC2)C1 (1S,2S)-2-(3-chlorophenyl)-N-(6-(((6-cyclopropyl-8-(N,N-dimethylsulfamoyl)imidazo[1,2-a]pyridin-2-yl)methyl)amino)pyrimidin-4-yl)cyclopropane-1-carboxamide